NC1=C(C=C(C=N1)NC(C(N1C(CCCC1)C1=CC=CC=C1)=O)=O)C N-(6-amino-5-methylpyridin-3-yl)-2-oxo-2-(2-phenylpiperidin-1-yl)acetamide